N-(5-bromo-2-fluoropyridin-3-yl)-3-(trifluoromethyl)benzenesulfonamide Antimony [Sb].BrC=1C=C(C(=NC1)F)NS(=O)(=O)C1=CC(=CC=C1)C(F)(F)F